ClC1=CC2=C(N(C(=N2)C)C2=NC(=CC(=N2)OC)OC)C=C1 5-chloro-1-(4,6-dimethoxy-pyrimidin-2-yl)-2-methyl-1H-benzimidazole